(cis)-3-(6-bromo-4-(trifluoromethyl)-2H-indazol-2-yl)-1-methylcyclobutan-1-ol BrC=1C=C(C2=CN(N=C2C1)C1CC(C1)(O)C)C(F)(F)F